methyl 4-((1-(methylsulfonyl)piperidin-4-yl)-methoxy)-3-(trifluoromethyl)benzoate CS(=O)(=O)N1CCC(CC1)COC1=C(C=C(C(=O)OC)C=C1)C(F)(F)F